CC(CNS(=O)(=O)C1=CC=C(C=C1)OC)(CCCC)C N-(2,2-dimethylhexyl)-4-methoxybenzenesulfonamide